N1=C(C=CC=C1)C1=NN=C(O1)C(=O)N1[C@@H](C2=C(CC1)NC=N2)C2=NN1C(C(=CC=C1)C(F)(F)F)=C2 (S)-(5-(pyridin-2-yl)-1,3,4-oxadiazol-2-yl)(4-(4-(trifluoromethyl)pyrazolo[1,5-a]pyridin-2-yl)-6,7-dihydro-1H-imidazo[4,5-c]pyridin-5(4H)-yl)methanone